α-Lactose Monohydrate O.O[C@@H]1[C@H](O)[C@@H](O)[C@H](O[C@H]2[C@H](O)[C@@H](O)[C@@H](O)[C@H](O2)CO)[C@H](O1)CO